N-(2-isopentenyl)adenin C(C=C(C)C)NC1=C2NC=NC2=NC=N1